OCCCCCCOC1=CC=C(C=C1)C#CC1=CC=C(C(=O)OC2=CC=C(C3=CC=CC=C23)OC(C2=CC=C(C=C2)C#CC2=CC=C(C=C2)OCCCCCCO)=O)C=C1 [4-[4-[2-[4-(6-hydroxyhexoxy)phenyl]ethynyl]benzoyl]oxy-1-naphthyl]4-[2-[4-(6-hydroxyhexoxy)phenyl]-ethynyl]benzoate